perchloric acid barium salt [Ba+2].Cl(=O)(=O)(=O)[O-].Cl(=O)(=O)(=O)[O-]